1-ethyl-6-oxo-N-(2,2,2-trifluoro-1-(4-fluorophenyl)ethyl)-1,6-dihydropyridine-3-sulfonamide C(C)N1C=C(C=CC1=O)S(=O)(=O)NC(C(F)(F)F)C1=CC=C(C=C1)F